FN(C1=NC=C(C=N1)F)C1=CC=CC=C1 fluorophenyl-5-fluoropyrimidin-2-yl-amine